5-nitro-2-(piperidin-1-yl)aniline [N+](=O)([O-])C=1C=CC(=C(N)C1)N1CCCCC1